2-[(6R)-6-fluoro-6,7-dihydro-5H-pyrrolo[1,2-c]imidazol-1-yl]-2-[6-[2-(4-formylphenyl)ethynyl]-7-methyl-4-(trifluoromethyl)indazol-2-yl]-N-thiazol-2-yl-acetamide F[C@@H]1CC=2N(C=NC2C(C(=O)NC=2SC=CN2)N2N=C3C(=C(C=C(C3=C2)C(F)(F)F)C#CC2=CC=C(C=C2)C=O)C)C1